Ethyl 2-((4-(4-(3-bromophenyl)piperazine-1-carbonyl)-2-nitrophenyl)sulfinyl)acetate BrC=1C=C(C=CC1)N1CCN(CC1)C(=O)C1=CC(=C(C=C1)S(=O)CC(=O)OCC)[N+](=O)[O-]